ClC=1C=CC(=C(C1)N1CC(CCC1)N1N=CC(=C1C(F)F)C(=O)OCC)OCC1=CC=C(C=C1)OC ethyl 1-[1-{5-chloro-2-[(4-methoxyphenyl) methoxy] phenyl} piperidin-3-yl]-5-(difluoromethyl)-1H-pyrazole-4-carboxylate